CN(CCOC=1C=C(C=CC1)C=1NC2=C(N1)C=CC(=C2)C2=NC1=C(N2)C=C(C=C1)C(N)=N)C 2'-(3-(2-(dimethylamino)ethoxy)phenyl)-1H,3'H-[2,5-bibenzo[d]imidazole]-6-carboximidamide